NC1=C(C(=NC=2N1N=C(C2CC)C)NCCC=2C(N(C=CC2)CCSC)=O)C#N 7-amino-3-ethyl-2-methyl-5-((2-(1-(2-(methylthio)ethyl)-2-oxo-1,2-dihydropyridin-3-yl)ethyl)amino)pyrazolo[1,5-a]pyrimidine-6-carbonitrile